tert-butyl 2-(3,4-dimethyl-2,5-dioxo-2,5-dihydro-1H-pyrrol-1-yl)acetate CC=1C(N(C(C1C)=O)CC(=O)OC(C)(C)C)=O